CC=1C(=NC2=C3C(=C4C(=C2C1)C=CC=C4)C=CC=C3)C dimethyldibenzoquinoline